dimyristyl succinate C(CCC(=O)OCCCCCCCCCCCCCC)(=O)OCCCCCCCCCCCCCC